ClC1=CC2=C(NC(=N2)C=CC(=O)N(C(C)C)C(C)C)C(=C1)Cl 3-(5,7-dichloro-1H-1,3-benzodiazol-2-yl)-N,N-bis(propan-2-yl)propenamide